4-(2-bromoethoxy)-2-chlorobenzaldehyde BrCCOC1=CC(=C(C=O)C=C1)Cl